6-methoxy-2H-spiro[1-benzofuran-3,3'-oxetane]-7-sulfonyl chloride COC1=C(C2=C(C=C1)C1(COC1)CO2)S(=O)(=O)Cl